1-(6-chloro-3-fluoropyridin-2-yl)-3-methoxypropan-1-one ClC1=CC=C(C(=N1)C(CCOC)=O)F